C1(CCCC1)C1=CC(=NN1)NC1=CC=NC2=CC=C(C(=C12)F)C N-(5-cyclopentyl-1H-pyrazol-3-yl)-5-fluoro-6-methylquinolin-4-amine